2-chloro-7-cyclopropyl-N-(furan-2-ylmethyl)pyrrolo[2,1-f][1,2,4]triazin-4-amine ClC1=NN2C(C(=N1)NCC=1OC=CC1)=CC=C2C2CC2